1-(2-((2S,4R)-2-(3-chlorobenzyl-carbamoyl)-4-fluoropyrrolidin-1-yl)-2-oxoethyl)-5-(pyridazin-4-yl)-1H-indazole-3-carboxamide ClC=1C=C(CNC(=O)[C@H]2N(C[C@@H](C2)F)C(CN2N=C(C3=CC(=CC=C23)C2=CN=NC=C2)C(=O)N)=O)C=CC1